2-(4-(7-chloro-1-methyl-2,3-dioxo-2,3-dihydropyrido[2,3-b]pyrazin-4(1H)-yl)piperidine-1-yl)-N-ethylpyrimidine-5-carboxamide ClC1=CC2=C(N(C(C(N2C)=O)=O)C2CCN(CC2)C2=NC=C(C=N2)C(=O)NCC)N=C1